BrC=1C(=NC(=NC1)SC)CO (5-bromo-2-(methylthio)pyrimidin-4-yl)methanol